OC1C(COC1)(C)N1CCC(CC1)C=1C=CC2=C(N=C(O2)C2=C3C=C(N=CC3=C(N=C2)NC)NC(=O)C2CC2)C1 N-(5-(5-(1-(4-hydroxy-3-methyltetrahydrofuran-3-yl)piperidin-4-yl)benzo[d]oxazol-2-yl)-8-(methylamino)-2,7-naphthyridin-3-yl)cyclopropanecarboxamide